BrC1=NN(C(=C1Br)Br)CC(C)=O 1-(3,4,5-tribromo-1H-pyrazol-1-yl)propan-2-one